C(C(C)C)OC(C(C(C(=O)OCC(C)C)CC)(C(C)C)CC)=O diisobutyl-2,3-diethyl-2-isopropylsuccinate